N1C=C(C2=CC=CC=C12)C1C(N(C2=C(S1)C=C(C=C2)C(=O)N)CC=2SC=CC2)=O (1H-indol-3-yl)-3-oxo-4-(thiophen-2-ylmethyl)-3,4-dihydro-2H-benzo[b][1,4]thiazine-7-carboxamide